C(C)(=O)NC1=NC=CC(=C1)C1=C(N=C(N1)SC)C=1C=C(C=CC1)NC(C1=CC(=CC(=C1)F)F)=O N-(3-(5-(2-acetamidopyridin-4-yl)-2-(methylthio)-1H-imidazol-4-yl)phenyl)-3,5-difluorobenzamide